O[C@@H]1[C@@H](N(C1)C(=O)C=1N=C(OC1)CN1C(N=C(C=C1)C=1C=NNC1)=O)C 1-((4-((2S,3S)-3-hydroxy-2-methylazetidine-1-carbonyl)oxazol-2-yl)methyl)-4-(1H-pyrazol-4-yl)pyrimidin-2(1H)-one